FC(OC1=C(C=CC(=C1C)F)[C@@H]1[C@H](O[C@]([C@@H]1C)(C(F)(F)F)C)C(=O)NC1=CC(=NC=C1)C(=O)N)F 4-((2S,3R,4R,5R)-3-(2-(difluoromethoxy)-4-fluoro-3-methylphenyl)-4,5-dimethyl-5-(trifluoromethyl)tetrahydrofuran-2-carboxamido)picolinamide